ClC1=CC=C(C=C1)NC(=O)C=1C=CN2CCCCC12 N-(4-Chlorophenyl)-5,6,7,8-tetrahydroindolizine-1-carboxamide